2-((cyclopropylmethyl)(methyl)amino)-5-(N,N-dimethylsulfamoyl)-N-(5-ethylthiazol-2-yl)benzamide C1(CC1)CN(C1=C(C(=O)NC=2SC(=CN2)CC)C=C(C=C1)S(N(C)C)(=O)=O)C